N1CCCC2=C(C=CC=C12)N1S(CCC1)(=O)=O 2-(1,2,3,4-tetrahydroquinolin-5-yl)-1λ6,2-thiazolidine-1,1-dione